ethyl 4-(2-tert-butoxy-1-cyano-2-oxo-ethyl)-6-chloro-5-fluoro-pyridine-3-carboxylate C(C)(C)(C)OC(C(C#N)C1=C(C=NC(=C1F)Cl)C(=O)OCC)=O